ClC1=C2C(=C([C@]3(CCC=4C(=NC(=NC4C3)OC[C@H]3N(CCC3)C)N3C[C@@H](N(CC3)C(C(=C)F)=O)CC#N)C2=CC=C1)F)F 2-((S)-4-((S)-4-chloro-2,3-difluoro-2'-(((S)-1-methylpyrrolidin-2-yl)methoxy)-5',8'-dihydro-6'H-spiro[indene-1,7'-quinazolin]-4'-yl)-1-(2-fluoroacryloyl)piperazin-2-yl)acetonitrile